tert-Butyl N-[5-[[2-[(2R,5S)-2-(6-amino-3-pyridyl)-5-methyl-1-piperidyl]-2-oxo-acetyl]amino]-3-methyl-2-pyridyl]carbamate NC1=CC=C(C=N1)[C@@H]1N(C[C@H](CC1)C)C(C(=O)NC=1C=C(C(=NC1)NC(OC(C)(C)C)=O)C)=O